C[C@H]1N(CCN(C1)C=1C=C2C(=CC=NC2=CC1)N[C@H](C)C1=C(C(=CC=C1)C(F)(F)F)C)C(C)=O 1-((R)-2-methyl-4-(4-(((R)-1-(2-methyl-3-(trifluoromethyl)phenyl)ethyl)amino)quinolin-6-yl)piperazin-1-yl)ethan-1-one